1,4-Butylene isocyanate C(CCCN=C=O)N=C=O